C1(=CC=CC=C1)[C@H]1CC[C@H](CC1)OC[C@@H]1NCCC[C@@H]1NS(=O)(=O)C N-((2R,3S)-2-(((cis-4-phenylcyclohexyl)oxy)methyl)piperidin-3-yl)methanesulfonamide